(1R,3S,5R)-2-(2-(3-acetyl-5-(2-methylpyrimidin-5-yl)-1H-indazol-1-yl)acetyl)-N-(6-bromo-3-chloropyridin-2-yl)-5-methyl-2-azabicyclo[3.1.0]hexane-3-carboxamide C(C)(=O)C1=NN(C2=CC=C(C=C12)C=1C=NC(=NC1)C)CC(=O)N1[C@@H]2C[C@@]2(C[C@H]1C(=O)NC1=NC(=CC=C1Cl)Br)C